9-((4,4-bis(((Z)-oct-5-en-1-yl) oxy) butanoyl) oxy)-5-hydroxynonyl (9Z,12Z)-octadeca-9,12-dienoate C(CCCCCCC\C=C/C\C=C/CCCCC)(=O)OCCCCC(CCCCOC(CCC(OCCCC\C=C/CC)OCCCC\C=C/CC)=O)O